C(CCC)[Sn](C=C)(CCCCC)CCCC dibutyl-(pentyl)(vinyl)stannane